(1S,2R,5R)-2-allyl-3-(5-bromo-7-chloro-2-(ethylsulfanyl)-8-fluoropyrido[4,3-d]pyrimidin-4-yl)-3,8-diazabicyclo[3.2.1]octane-8-carboxylic acid tert-butyl ester C(C)(C)(C)OC(=O)N1[C@@H]2[C@H](N(C[C@H]1CC2)C=2C1=C(N=C(N2)SCC)C(=C(N=C1Br)Cl)F)CC=C